dimethylamino ethylbenzoate methacrylate C(C(=C)C)(=O)O.C(C)C1=C(C(=O)ON(C)C)C=CC=C1